methyl 3-amino-2,6-dibromo-pyridine-4-carboxylate NC=1C(=NC(=CC1C(=O)OC)Br)Br